N-methyl-azetidine-1-carboxamide CNC(=O)N1CCC1